trityl-L-cysteine C(C1=CC=CC=C1)(C1=CC=CC=C1)(C1=CC=CC=C1)N[C@@H](CS)C(=O)O